C1(CC1)C#CC1=CC=C(C=C1)CN (4-(cyclopropylethynyl)phenyl)methanamine